tert-Butyl N-[2-[1-(2-bromo-4-cyanophenyl)pyrazol-4-yl]ethyl]carbamate BrC1=C(C=CC(=C1)C#N)N1N=CC(=C1)CCNC(OC(C)(C)C)=O